(((difluoro(7-((4-nitrophenoxy) carbonyl)naphthalen-2-yl)methyl)phosphoryl) bis(oxy))bis(methylene) bis(2,2-dimethylpropanoate) CC(C(=O)OCOP(=O)(C(C1=CC2=CC(=CC=C2C=C1)C(=O)OC1=CC=C(C=C1)[N+](=O)[O-])(F)F)OCOC(C(C)(C)C)=O)(C)C